C1(CC1)CCN(C1=C2CN(C(C2=CC=C1)=O)C1C(NC(CC1)=O)=O)C1CCC(CC1)CNCCC(F)(F)F 3-(4-((2-cyclopropylethyl)((1s,4s)-4-(((3,3,3-trifluoropropyl)amino)methyl)cyclohexyl)amino)-1-oxoisoindolin-2-yl)piperidine-2,6-dione